O1C(=NC2=C1C=CC=C2)NC2=C(C=C(C=C2)NC(CCCNC(OC(C)(C)C)=O)=O)OC tert-Butyl 4-(4-(benzo[d]oxazol-2-ylamino)-3-methoxyphenylamino)-4-oxobutylcarbamate